8-fluoro-3-morpholinoquinoline-6-carbaldehyde FC=1C=C(C=C2C=C(C=NC12)N1CCOCC1)C=O